ditert-butyl ether C(C)(C)(C)OC(C)(C)C